potassium diethylene glycol monobenzyl ether C(C1=CC=CC=C1)OCCOCCO.[K]